C(CC(C)C)C(CC(C)C)/C(/C(=O)O)=C(/C(=O)O)\[Si](C(C)C)(C(C)C)C(C)C.C(C)(C)[Si](C(C)C)(C(C)C)/C(/C(=O)O)=C/C(=O)O.ClC1=C(C=CC=C1)C1=CC(=C(C=C1)N1C[C@H](CC1)OC1=NC=CC=C1C)C(C)O 1-(2'-chloro-4-((S)-3-(3-methylpyridin-2-yloxy)pyrrolidin-1-yl)biphenyl-3-yl)ethanol tri-iso-propylsilyl-maleate iso-pentyl-(triiso-propylsilyliso-amyl-maleate)